ethyl 1-(2-(1-(tert-butoxycarbonyl)pyrrolidin-3-yl)-2-oxoethyl)-3-methyl-1H-pyrazole-5-carboxylate C(C)(C)(C)OC(=O)N1CC(CC1)C(CN1N=C(C=C1C(=O)OCC)C)=O